OC[C@H](C(C)C)S(=O)(=O)N(CC1=CC=C(C=C1)OC)CC1=CC=C(C=C1)OC (S)-1-HYDROXY-N,N-BIS(4-METHOXYBENZYL)-3-METHYLBUTANE-2-SULFONAMIDE